(2S,4R)-4-hydroxypyrrolidine-2-carboxylic acid methyl ester hydrochloride Cl.COC(=O)[C@H]1NC[C@@H](C1)O